BrC1=CC=C(C=C1)I 1-Bromo-4-iodobenzene